[2H]C1C2=CC=CC=C2NC=2C=CC=CC12 9-deutero-9,10-dihydroacridine